(S)-3-(([1,1'-biphenyl]-3-ylmethyl)amino)-N-((6-amino-2-methylpyridin-3-yl)methyl)-1-chloro-4-oxo-4,6,7,8-tetrahydropyrrolo[1,2-a]pyrazine-6-carboxamide trifluoroacetate FC(C(=O)O)(F)F.C1(=CC(=CC=C1)CNC1=NC(=C2N(C1=O)[C@@H](CC2)C(=O)NCC=2C(=NC(=CC2)N)C)Cl)C2=CC=CC=C2